F[C@@H]1[C@@H](CN(CC1)CC1=C2C(=NC(=C1)C#N)C=CN2)C 7-{[(3R,4S)-4-fluoro-3-methylpiperidin-1-yl]methyl}-1H-pyrrolo[3,2-b]pyridine-5-carbonitrile